5-phenyl-N-[(3S)-1-pyrrolo[1,2-a]pyrazin-1-ylpyrrolidin-3-yl]pyrimidine-2-carboxamide C1(=CC=CC=C1)C=1C=NC(=NC1)C(=O)N[C@@H]1CN(CC1)C=1C=2N(C=CN1)C=CC2